bis[monoethyl-(3,5-di-t-butyl-4-hydroxybenzyl)phosphonic acid] calcium [Ca].C(C)OP(O)(=O)CC1=CC(=C(C(=C1)C(C)(C)C)O)C(C)(C)C.C(C)OP(O)(=O)CC1=CC(=C(C(=C1)C(C)(C)C)O)C(C)(C)C